N-(3-chlorobenzyl)-6-(3,5-dimethylisoxazol-4-yl)-2-(1,2,3,6-tetrahydropyridin-4-yl)quinazolin-4-amine HCl Cl.ClC=1C=C(CNC2=NC(=NC3=CC=C(C=C23)C=2C(=NOC2C)C)C=2CCNCC2)C=CC1